4-((2,4-dioxo-3-(4-phenylbutyl)-3,4-dihydroquinazolin-1(2H)-yl)methyl)-N-hydroxybenzoamide O=C1N(C2=CC=CC=C2C(N1CCCCC1=CC=CC=C1)=O)CC1=CC=C(C(=O)NO)C=C1